ClC1=C(C=CC=C1[N+](=O)[O-])N(S(=O)(=O)CCCF)S(=O)(=O)CCCF N-(2-chloro-3-nitrophenyl)-3-fluoro-N-((3-fluoropropyl)sulfonyl)propane-1-sulfonamide